IC1=NNC2=C1C=NC(=C2)C2=NN(C=C2[N+](=O)[O-])C2OCCCC2 3-iodo-6-(4-nitro-1-tetrahydropyran-2-yl-pyrazol-3-yl)-1H-pyrazolo[4,3-c]pyridine